C[Si]1(CCCC1)C 2,2-Dimethyl-2-Silacyclopentane